BrCC1=CC=C(C=N1)C1=NOC(=N1)C(F)(F)F 3-[6-(bromomethyl)-3-pyridinyl]-5-(trifluoromethyl)-1,2,4-oxadiazole